C(CCC)C1=C(C=CC(=C1)Cl)O Butyl-4-chlorophenol